[O-2].[Cs+].[Cs+] Caesium oxid